CN1N=CC(=C1)S(=O)(=O)N1CCC(CC1)NC(OC(C)(C)C)=O tert-butyl (1-((1-methyl-1H-pyrazol-4-yl)sulfonyl)piperidin-4-yl)carbamate